4-methoxy-2,3,3-trimethylisoindole-1-one COC1=C2C(N(C(C2=CC=C1)=O)C)(C)C